OC1=CC(=C(OC=2C=C(C=C3C(C(C(NC23)=O)CCCCC)=O)OC)C=C1)OC 8-(4-hydroxy-2-methoxyphenoxy)-6-methoxy-3-pentylquinoline-2,4(1H,3H)-dione